C(C)OC(=O)C=1C=NC2=CC=C(C=C2C1)OC(F)(F)F 6-(trifluoromethoxy)quinoline-3-carboxylic acid ethyl ester